6-isopropyl-3-methyl-2,3,4,5-tetrahydropyridine C(C)(C)C=1CCC(CN1)C